(S)-1-[(S)-2-cyclopentyl-2-((S)-2-methylamino-propionylamino)-acetyl]-pyrrolidine-2-carboxylic acid (2-oxazol-2-yl-4-phenyl-thiazol-5-yl)-amide O1C(=NC=C1)C=1SC(=C(N1)C1=CC=CC=C1)NC(=O)[C@H]1N(CCC1)C([C@@H](NC([C@H](C)NC)=O)C1CCCC1)=O